4-((3R,4R)-3-(dimethylamino)-4-hydroxy-3-(3-(trifluoromethyl)-phenethyl)piperidin-1-yl)-2,6-difluoro-N-(pyrimidin-4-yl)benzenesulfonamide CN([C@@]1(CN(CC[C@H]1O)C1=CC(=C(C(=C1)F)S(=O)(=O)NC1=NC=NC=C1)F)CCC1=CC(=CC=C1)C(F)(F)F)C